4-((4-bromo-2-methyl-phenyl)methyl)-2-methyl-3-oxo-piperazine-1-carboxylic acid tert-butyl ester C(C)(C)(C)OC(=O)N1C(C(N(CC1)CC1=C(C=C(C=C1)Br)C)=O)C